P(=O)(OOC)(OOC)OC(C1=CC=CC=C1)=O dimethoxy benzoyl phosphate